ClC=1C=C(N)C=C(C1)CCOCCOCCOCCOCCOCCOCC(OC)OC 3-chloro-5-[2-[2-[2-[2-[2-[2-(2,2-dimethoxyethoxy)ethoxy]ethoxy]ethoxy]ethoxy]ethoxy]ethyl]aniline